BrC1=CC=C2C=CC(NC2=C1Cl)=O 7-bromo-8-chloroquinolin-2(1H)-one